ClC=1C=C(OC2(CCCCC2)C2=C(N=NC=C2)C(=O)N)C=CC1C#N (1r,4r)-4-((3-chloro-4-cyanophenoxy)cyclohexyl)pyridazine-3-carboxamide